C12(CC3CC(CC(C1)C3)C2)C2=C(C=CC(=C2)Br)OC (1-adamantyl)-4-bromoanisole